C(CCCCCCC)C(COCCOCCOCCOCCOCCOCCOCCOCCO)O n-octyl-nonaethylene glycol